(2R)-2-(2-(4-bromophenyl)-4-(4-fluorophenyl)oxazol-5-yl)-3-(2-(2-oxoindolin-5-yl)ethyl)oxazolid BrC1=CC=C(C=C1)C=1OC(=C(N1)C1=CC=C(C=C1)F)[C-]1OC=CN1CCC=1C=C2CC(NC2=CC1)=O